6-(4-cyclopropyl-1H-pyrazol-1-yl)pyridin C1(CC1)C=1C=NN(C1)C1=CC=CC=N1